C1(CCCC1)C(C(=O)O)S(=O)(=O)C1=CC=CC=C1 2-Cyclopentyl-2-phenylsulfonylethanoic acid